N1=C(C=CC=C1)C#CC=1C=C(C(=O)O)C=CC1 3-(PYRIDIN-2-YLETHYNYL)BENZOIC ACID